C(CCC)OC(=O)C1=CC=C(C=C1)CCN([C@@H]1C=2C=CC(=NC2CCC1)C(=O)OCCCC)CCC1=C(C=CC=C1)O Butyl (5S)-5-({2-[4-(butoxycarbonyl) phenyl] ethyl} [2-(2-hydroxyphenyl) ethyl] amino)-5,6,7,8-tetrahydroquinoline-2-carboxylate